4-(((2-(6-ethylimidazo[1,2-a]pyridin-2-yl)-6-methoxybenzofuran-4-yl)oxy)methyl)-2-(4-methoxyphenyl)thiazole C(C)C=1C=CC=2N(C1)C=C(N2)C=2OC1=C(C2)C(=CC(=C1)OC)OCC=1N=C(SC1)C1=CC=C(C=C1)OC